(5-bromo-4-(difluoromethyl)-2-fluorophenyl)methanol BrC=1C(=CC(=C(C1)CO)F)C(F)F